(S)-(1-fluorocyclopropyl)(6-(4-(2-((2-methyloxazol-5-yl)methoxy)phenyl)piperidin-1-yl)-2-azaspiro[3.4]octan-2-yl)methanone FC1(CC1)C(=O)N1CC2(C1)C[C@H](CC2)N2CCC(CC2)C2=C(C=CC=C2)OCC2=CN=C(O2)C